8-methyl-8-azabicyclo[3.2.1]oct-6-en-3-ol CN1C2CC(CC1C=C2)O